CC(C(=O)OCC)(C)C1=NC=NC=C1 ethyl 2-methyl-2-(pyrimidin-4-yl)propanoate